3-cyclobutylpropanoate C1(CCC1)CCC(=O)[O-]